fluorenylmethoxycarbonyl-L-phenylalaninol C1(=CC=CC=2C3=CC=CC=C3CC12)COC(=O)N[C@@H](CC1=CC=CC=C1)CO